4-Amino-1-((2S,4aR,6R,7S,7aR)-4-(chloromethyl)-7-fluoro-2-isopropoxy-2-oxidotetrahydro-4H-furo[3,2-d][1,3,2]dioxaphosphinin-6-yl)-5-fluoropyrimidin-2(1H)-one NC1=NC(N(C=C1F)[C@H]1[C@H]([C@@H]2O[P@](OC([C@@H]2O1)CCl)(=O)OC(C)C)F)=O